OCC(C)(C)C1=NC(=NO1)C1=CC=C(C=C1)C(=O)N1CCN(CC1)C=1OC=2C(=NC(=CC2)C)N1 [4-[5-(2-Hydroxy-1,1-dimethylethyl)-1,2,4-oxadiazol-3-yl]phenyl]-[4-(5-methyloxazolo[4,5-b]pyridin-2-yl)piperazin-1-yl]methanon